BrC=1C=C2N=CC(=NC2=CC1)SC 6-bromo-2-(methylthio)quinoxaline